ClC1=CC=C(C=C1)[C@H](CO)O (R)-4-chlorophenyl-ethylene glycol